FC1=CC=C(C(C(=O)O[C@]23C=CC[C@H](CC2)N3C)(O)C3=CC=C(C=C3)F)C=C1 tropenol 4,4'-difluorobenzilate